potassium tetrakis(penta-fluorophenyl)borate FC1=C(C(=C(C(=C1[B-](C1=C(C(=C(C(=C1F)F)F)F)F)(C1=C(C(=C(C(=C1F)F)F)F)F)C1=C(C(=C(C(=C1F)F)F)F)F)F)F)F)F.[K+]